N=1C=CN2C1C=C(C=C2)OCC21OCC(C2)C1 1-((imidazo[1,2-a]pyridin-7-yloxy)methyl)-2-oxabicyclo[2.1.1]hexan